CC1=NN=C(O1)C=1C=CC(=NC1)N 5-(5-Methyl-1,3,4-oxadiazol-2-yl)pyridin-2-amine